isopropyl Pivalate C(C(C)(C)C)(=O)OC(C)C